C1=C(C=CC2=CC=CC=C12)C1=NN(C=C1/C=C/C(=O)N[C@@H](CC(=O)O)C(=O)O)C1=CC=CC=C1 (E)-(3-(3-(naphthalen-2-yl)-1-phenyl-1H-pyrazol-4-yl)acryloyl)-L-aspartic acid